N-(3-((1R,3r,5S,6r)-6-(dimethylcarbamoyl)bicyclo[3.1.0]hex-3-yl)-1-(4-methoxybenzyl)-1H-pyrazol-5-yl)-3-(methoxymethyl)-1-methyl-1H-pyrazole-5-carboxamide CN(C(=O)C1[C@H]2CC(C[C@@H]12)C1=NN(C(=C1)NC(=O)C1=CC(=NN1C)COC)CC1=CC=C(C=C1)OC)C